NC1=NC=C(C(=C1C1=CC=C(C=C1)O)CC)C1=CC(=C(C=C1)Cl)C 4-[2-amino-5-(4-chloro-3-methyl-phenyl)-4-ethyl-3-pyridinyl]phenol